C(=O)(OC(C)(C)C)N1CCC(CC1)NC 1-Boc-4-(methylamino)piperidine